icosanedicarboxylic acid C(CCCCCCCCCCCCCCCCCCC)(C(=O)O)C(=O)O